BrC1=C(C=O)C(=CC=C1)C(F)(F)F 2-bromo-6-(trifluoromethyl)benzaldehyde